4,4'-(ethane-1,2-diylbis(oxy))bis(2,2-diphenylbutanoic acid) C(COCCC(C(=O)O)(C1=CC=CC=C1)C1=CC=CC=C1)OCCC(C(=O)O)(C1=CC=CC=C1)C1=CC=CC=C1